FC(OC1=NC(=CC=C1NC(=O)C1(CN(C1)CCS(=O)(=O)C)C1=C(C=CC=C1)C(C)C)C)F N-(2-(difluoromethoxy)-6-methylpyridin-3-yl)-3-(2-isopropylphenyl)-1-(2-(methylsulfonyl)ethyl)azetidine-3-carboxamide